O=C1NC(CCC1C1=CC(=C(C=C1)N1CCC(CC1)CC(=O)O)F)=O 2-(1-(4-(2,6-dioxopiperidin-3-yl)-2-fluorophenyl)piperidin-4-yl)acetic acid